N-(4-(3-cyano-4-hydroxypyridin-2-yl)-3-methylbenzyl)-5-fluoro-2-methoxybenzamide C(#N)C=1C(=NC=CC1O)C1=C(C=C(CNC(C2=C(C=CC(=C2)F)OC)=O)C=C1)C